2-fluoro-4-(5-(trifluoromethyl)-[1,2,4]oxadiazol-3-yl)benzoyl chloride FC1=C(C(=O)Cl)C=CC(=C1)C1=NOC(=N1)C(F)(F)F